C(C1=CC=CC=C1)OC1=CC=C(C=C1)C(C(C)NC1=CC=C(C=C1)OCC1=CC=CC=C1)=O 1-(4-benzyloxyphenyl)-2-(4-benzyloxyphenylamino)propan-1-one